C(C)N[C@H](CC1=CC=CC=C1)[C@@H]1OCCC1 (1R)-N-ethyl-1-[(2R)-oxolane-2-yl]-2-phenylethanamine